dodecaene C=CCCCCCCCCCC